2-methyl-N-(3-phenylpropylidene)propane-2-sulfinamide CC(C)(C)S(=O)N=CCCC1=CC=CC=C1